ClC1=CC=C(C(=N1)C(=O)NS(=O)(=O)C)N[C@H](C)C=1C=C(C=C2C(N(C(=NC12)N1CCN(CC1)C1=NC(=NC(=C1)C)C)C)=O)C (R)-6-chloro-3-((1-(2-(4-(2,6-dimethylpyrimidin-4-yl)piperazin-1-yl)-3,6-dimethyl-4-oxo-3,4-dihydroquinazolin-8-yl)ethyl)amino)-N-(methylsulfonyl)picolinamide